cyclohexyl (5-(2-(5-(2-(((tert-butoxycarbonyl)amino)methyl)-5-(4-methylthiazol-5-yl)phenoxy)pentanamido)benzo[d]thiazol-6-yl)-2-methylpyridin-3-yl)carbamate C(C)(C)(C)OC(=O)NCC1=C(OCCCCC(=O)NC=2SC3=C(N2)C=CC(=C3)C=3C=C(C(=NC3)C)NC(OC3CCCCC3)=O)C=C(C=C1)C1=C(N=CS1)C